(3R or S)-3-((4-amino-7-((6-((1-(methylamino)propan-2-yl)oxy)pyridin-3-yl)methyl)imidazo[2,1-f][1,2,4]triazin-2-yl)oxy)hexan-1-ol NC1=NC(=NN2C1=NC=C2CC=2C=NC(=CC2)OC(CNC)C)O[C@@H](CCO)CCC |o1:24|